BrC1=NC(=C(C=C1OC)OC)C 2-bromo-3,5-dimethoxy-6-methyl-pyridine